CC1=C(C=NC(=C1)N1C([C@@H]2C[C@@H]2C1)=O)[C@H](C)N1N=NC(=C1)C(=O)N 1-((S)-1-(4-methyl-6-((1R,5S)-2-oxo-3-azabicyclo[3.1.0]hexan-3-yl)pyridin-3-yl)ethyl)-1H-1,2,3-triazole-4-carboxamide